N1(N=CC=C1)C1=CC=C(C=C1)[C@@H]1[C@H](CC1)N1C2=NC(=NC=C2NC1=O)C1=C(C=CC=C1)C(C)C 9-((1S,2R)-2-(4-(1H-pyrazol-1-yl)phenyl)cyclobutyl)-2-(2-isopropylphenyl)-7,9-dihydro-8H-purin-8-one